((5-(methoxycarbonyl)furan-2-yl)methyl)piperidine-1-carboxylic acid tert-butyl ester C(C)(C)(C)OC(=O)N1C(CCCC1)CC=1OC(=CC1)C(=O)OC